2-(2,6-diphenyldibenzo[b,d]thiophen-4-yl)-4,4,5,5-tetramethyl-1,3,2-dioxaborolane C1(=CC=CC=C1)C1=CC2=C(SC3=C2C=CC=C3C3=CC=CC=C3)C(=C1)B1OC(C(O1)(C)C)(C)C